N1CC(C1)C=1C=NC(=NC1)N1CC(CC1)C(F)(F)F 5-(azetidin-3-yl)-2-[3-(trifluoromethyl)pyrrolidin-1-yl]pyrimidine